C1(CC1)COCC1CC1 di(cyclopropylmethyl)ether